CC1=NOC(=C1)CC(=O)NC1=CC(=NN1)[C@H]1C[C@H](CC1)OC=1C=NC=NC1 |o1:15,17| rel-2-(3-methylisoxazol-5-yl)-N-(3-((1R,3S)-3-(pyrimidin-5-yloxy)cyclopentyl)-1H-pyrazol-5-yl)acetamide